FC(C(C(C(C(C(C(C(C(F)(F)F)(F)F)(F)F)(F)F)(F)F)(F)F)(F)F)(O)F)(O)F perfluoro-nonane-1,2-diol